(E)-2-cyano-3-(4-(phenyl(para-tolyl)amino)phenyl)acrylic acid C(#N)/C(/C(=O)O)=C\C1=CC=C(C=C1)N(C1=CC=C(C=C1)C)C1=CC=CC=C1